FC=1C=C(C=NC1N1C=NC(=C1)C1(N[S@](CCC1)=O)C)NC(CN1N=C(C=C1C)C(F)(F)F)=O (S)-N-(5-fluoro-6-(4-(3-methyl-1-oxido-1,2-thiazinan-3-yl)-1H-imidazol-1-yl)pyridin-3-yl)-2-(5-methyl-3-(trifluoromethyl)-1H-pyrazol-1-yl)acetamide